9,10-di-t-butylanthracene C(C)(C)(C)C=1C2=CC=CC=C2C(=C2C=CC=CC12)C(C)(C)C